ClCC(=O)O\N=C(/N)\C1[C@H]2CN(C[C@@H]12)C(=O)OC(C)(C)C tert-butyl (1R,5S,6R)-6-((Z)-N'-(2-Chloroacetoxy) carbamimidoyl)-3-azabicyclo[3.1.0]hexane-3-carboxylate